CC1=CC=CC(N1)=O 6-methyl-2-pyridon